N-(3-(2-(2-chloro-4-(((2-hydroxyethyl)amino)methyl)-5-methylstyreneyl)-3-cyanopyridin-4-yl)-2-methylphenyl)-5-(((2-hydroxyethyl)amino)methyl)picolinamide ClC1=C(C=CC2=NC=CC(=C2C#N)C=2C(=C(C=CC2)NC(C2=NC=C(C=C2)CNCCO)=O)C)C=C(C(=C1)CNCCO)C